tert-butyl 2-(5-(6-ethoxy-1H-pyrazolo[3',4':3,4]pyrazolo[1,5-a]pyridin-4-yl)pyridin-2-yl)-2,7-diazaspiro[4.5]decane-7-carboxylate C(C)OC=1C=C(C=2N(C1)N=C1C2C=NN1)C=1C=CC(=NC1)N1CC2(CC1)CN(CCC2)C(=O)OC(C)(C)C